tert-Butyl (2R,5S)-2,5-dimethyl-4-(5-(3-methylpyrazin-2-yl)-7H-pyrrolo[2,3-d]pyrimidin-4-yl)piperazine-1-carboxylate C[C@H]1N(C[C@@H](N(C1)C=1C2=C(N=CN1)NC=C2C2=NC=CN=C2C)C)C(=O)OC(C)(C)C